FC=1C(=CC=2C3=C(NC(C2C1)=O)COCC3N(C(=O)C=3C=CC=1N(C3)C=NC1)C)F N-(8,9-difluoro-6-oxo-1,4,5,6-tetrahydro-2H-pyrano[3,4-c]isoquinolin-1-yl)-N-methylimidazo[1,5-a]pyridine-6-carboxamide